C(C)(C)(C)OC(=O)N1C[C@H](CC1)[C@@H](C(=O)OC(C)(C)C)CC1=CC(=CC=C1)C=O.OC1=C(C=C(C=C1)C(CC)C1=CC(=C(C=C1)O)C(C)(C)C)C(C)(C)C 1,1-bis(4-hydroxy-3-tert-butylphenyl)propane tert-butyl-(3R)-3-[(1S)-2-tert-butoxy-1-[(3-formylphenyl)methyl]-2-oxo-ethyl]pyrrolidine-1-carboxylate